(5-(2-hydroxy-2-methylpropyloxy)-6-methylpyrazin-2-yl)-1H-indole-7-carbonitrile OC(COC=1N=CC(=NC1C)N1C=CC2=CC=CC(=C12)C#N)(C)C